C(C)(C)(C)OC(=O)N1CC2=CC=C(C=C2C1)CCN 5-(2-Aminoethyl)-1,3-dihydro-isoindole-2-carboxylic acid tert-butyl ester